6-bromobenzo[c]indol-2(1H)-one BrC=1N=C2C=CC(CC23C1C=CC=C3)=O